1-((2R,3R,4R,5S)-4-amino-5-((bis(4-methoxyphenyl)(phenyl)-methoxy)methyl)-3-fluorotetrahydrofuran-2-yl)pyrimidine-2,4(1H,3H)-dione N[C@H]1[C@H]([C@@H](O[C@@H]1COC(C1=CC=CC=C1)(C1=CC=C(C=C1)OC)C1=CC=C(C=C1)OC)N1C(NC(C=C1)=O)=O)F